5-(2-ethoxy-3-pyridinyl)-1-isopropyl-3-methyl-N-[(2-methyl-4-pyridinyl)methyl]pyrazolo[4,3-b]pyridin-7-amine C(C)OC1=NC=CC=C1C1=CC(=C2C(=N1)C(=NN2C(C)C)C)NCC2=CC(=NC=C2)C